N1=CC2(C3=CC=CC=C13)CNCC2 spiro[pyrrolidine-3,3'-indole]